(±)-Allyl 2-(4-(3-aminooxetan-3-yl)phenyl)-2-cyclohexylacetate NC1(COC1)C1=CC=C(C=C1)[C@H](C(=O)OCC=C)C1CCCCC1 |r|